4-methyl-2-oxo-1-oxaspiro[4.5]-dec-3-en CC1=CC(OC12CCCCC2)=O